7-methoxy-2-methyl-N-(5-(3-methylpiperazin-1-yl)pyrazin-2-yl)imidazo[1,2-a]pyridine-6-carboxamide hydrochloride Cl.COC1=CC=2N(C=C1C(=O)NC1=NC=C(N=C1)N1CC(NCC1)C)C=C(N2)C